CC=1CCCC(C1)C=1C(=C(C(=CC1O)CCCCC)C1OCC1)O 5'-methyl-3-(oxetan-2-yl)-4-pentyl-1',2',3',4'-tetrahydro-[1,1'-biphenyl]-2,6-diol